The molecule is a leukotriene that is leukotriene E4 in which the terminal methyl grop has been oxidised to the corresponding aldehyde It is a L-cysteine thioether, an amino dicarboxylic acid, a leukotriene, a non-proteinogenic L-alpha-amino acid, a secondary alcohol and an aldehyde. It derives from a leukotriene E4. It is a conjugate acid of a 20-oxoleukotriene E4(1-). C(CCC=O)C/C=C\\C/C=C\\C=C\\C=C\\[C@H]([C@H](CCCC(=O)O)O)SC[C@@H](C(=O)O)N